C(#N)C=1C=NN2C1C(=CC(=C2)OCC)C=2C=CC(=NC2)N2C[C@H]([C@H](CC2)NC(CC(C)C)=O)O N-((3R,4s)-1-(5-(3-cyano-6-ethoxypyrazolo[1,5-a]pyridin-4-yl)pyridin-2-yl)-3-hydroxypiperidin-4-yl)-3-methylbutanamide